COC=1C=C(C=CC1OC)[C@@]12CCN([C@H]2CC(=CC1)OC(=O)C1CCCCC1)C [(3aS,7aS)-3a-(3,4-dimethoxyphenyl)-1-methyl-3,4,7,7a-tetrahydro-2H-indol-6-yl]cyclohexanecarboxylate